3-(aminomethyl)-1-(5-(2-methoxy-4-methylphenyl)imidazo[2,1-b][1,3,4]thiadiazol-2-yl)pyrrolidin-3-ol NCC1(CN(CC1)C1=NN2C(S1)=NC=C2C2=C(C=C(C=C2)C)OC)O